ClC1=C2CCN([C@@H](C2=C(C=C1)O)CN1CC2(CC2)CC1=O)C(=O)[C@@H]1CC=CC[C@@]1(C(=O)OC)C methyl (1S,6R)-6-((S)-5-chloro-8-hydroxy-1-((6-oxo-5-azaspiro[2.4]heptan-5-yl)methyl)-1,2,3,4-tetrahydroisoquinoline-2-carbonyl)-1-methylcyclohex-3-ene-1-carboxylate